bicyclo[2.2.1]hept-5-en-2-ylmethyl [1,1'-biphenyl]-4-carboxylate C1(=CC=C(C=C1)C(=O)OCC1C2C=CC(C1)C2)C2=CC=CC=C2